(S)-2-(3-(1-(4-methyl-1H-pyrazol-3-yl)propan-2-yl)phenyl)-4-(trifluoromethyl)isoindolin-1-one CC=1C(=NNC1)C[C@H](C)C=1C=C(C=CC1)N1C(C2=CC=CC(=C2C1)C(F)(F)F)=O